(2-hydroxy-1-methylethyl)piperazine-2-One OCC(C)N1C(CNCC1)=O